isoindoline-5-carbonitrile hydrochloride Cl.C1NCC2=CC(=CC=C12)C#N